(E)-3-(3-(2,6-diisopropylphenyl)-2-ethyl-7-fluoro-4-oxo-3,4-dihydroquinazolin-6-yl)-N-hydroxyacrylamide C(C)(C)C1=C(C(=CC=C1)C(C)C)N1C(=NC2=CC(=C(C=C2C1=O)/C=C/C(=O)NO)F)CC